Cl.O1CC(C1)N oxetan-3-amine HCl salt